FC(C1(N=N1)C1=CC=C(OC(CCCCCCC)OC2=CC=C(C=C2)C2(N=N2)C(F)(F)F)C=C1)(F)F bis(4-(3-(trifluoromethyl)-3H-diazirin-3-yl)phenoxy)octane